C1(CCCCCC1)CNC(=O)C1=CC2=C(N=C(N2)C(CC)(C)C)C=C1 N-(Cycloheptylmethyl)-2-(1,1-dimethylpropyl)-3H-benzimidazole-5-carboxamide